BrC1=CC(=C2C(=N1)C(CC2)(C)C)C(=O)OC methyl 2-bromo-7,7-dimethyl-6,7-dihydro-5H-cyclopenta[b]pyridine-4-carboxylate